17-cyclopropylmethyl-4,5a-epoxy-6-methylenemorphinan-3,14-diol C1(CC1)CN1[C@H]2[C@@]3(CCC([C@H]4[C@@]3(C=3C(=C(C=CC3C2)O)O4)CC1)=C)O